N-AMINO-L-ASPARAGINE NN[C@@H](CC(N)=O)C(=O)O